C(C)(C)(C)OC(=O)N1CCN(CC1)CC1(CC1)CNC(=O)OCC1=CC=CC=C1 4-((1-((((benzyloxy)carbonyl)amino)methyl)cyclopropyl)methyl)piperazine-1-carboxylic acid tert-butyl ester